benzylurea C(C1=CC=CC=C1)NC(=O)N